[S].O1CCN(CCC1)C1=CC=C(C=C1)NC=1C(=NC(=C(N1)NC)C=1C2=C(C=NC1)N(C=N2)C)C(=O)N 3-((4-(1,4-oxazepan-4-yl)phenyl)amino)-6-(3-methyl-3H-imidazo[4,5-c]pyridin-7-yl)-5-(methylamino)pyrazine-2-carboxamide sulphur